[Si](O)(O)(O)O.B(O)(O)O boric acid silicate